p-phenoxyacetophenone CC(=O)C1=CC=C(C=C1)OC2=CC=CC=C2